FC1=CC=C(C=C1)CC1(CCC1)CN 1-[1-[(4-fluorophenyl)methyl]cyclobutyl]methanamine